tert-butyl (2R,5R)-5-(chloromethyl)-4-(2-(6-(4-fluorobenzyl)-3,3-dimethyl-2,3-dihydro-1H-pyrrolo[3,2-b]pyridin-1-yl)-2-oxoethyl)-2-methylpiperazine-1-carboxylate ClC[C@@H]1N(C[C@H](N(C1)C(=O)OC(C)(C)C)C)CC(=O)N1CC(C2=NC=C(C=C21)CC2=CC=C(C=C2)F)(C)C